(R)-ethyl-3-hydroxybutyrate C(C)OC(C[C@@H](C)O)=O